4-(((7-azabicyclo[2.2.1]heptan-7-yl)sulfonyl)carbamoyl)-3-cyclopropoxy-2-fluorobenzoic acid C12CCC(CC1)N2S(=O)(=O)NC(=O)C2=C(C(=C(C(=O)O)C=C2)F)OC2CC2